2-(2-methoxyphenyl)thiazole-4-formaldehyde COC1=C(C=CC=C1)C=1SC=C(N1)C=O